8-methyl-6-(1-propionyl-piperidin-4-ylmethoxy)-2-thieno[2,3-c]pyridin-5-yl-3H-quinazolin-4-one CC=1C=C(C=C2C(NC(=NC12)C=1C=C2C(=CN1)SC=C2)=O)OCC2CCN(CC2)C(CC)=O